C(C1=CC=CC=C1)N1N=C(C=C1C(=O)N[C@H](C(=O)NC)CC1=CC(=CC=C1)Br)C1=CC=C(C=C1)F (S)-1-benzyl-N-(3-(3-bromophenyl)-1-(methylamino)-1-oxopropan-2-yl)-3-(4-fluorophenyl)-1H-pyrazole-5-carboxamide